FC1(CNC1)COC(=O)N1CCC(CC1)NC1=NC(=NC=2N1N=CC2C(C)C)N2[C@@H](CCC2)COC (S)-4-((8-isopropyl-2-(2-(methoxymethyl)pyrrolidin-1-yl)pyrazolo[1,5-a][1,3,5]triazine-4-yl)amino)piperidine-1-carboxylic acid (3-fluoroazetidine-3-yl)methyl ester